3-((3-(N-cyclobutylsulfamoyl)-7-(2,4-dimethoxyphenyl)-5-fluoroquinolin-4-yl)amino)-5-(3,5-difluorophenoxy)benzoic acid C1(CCC1)NS(=O)(=O)C=1C=NC2=CC(=CC(=C2C1NC=1C=C(C(=O)O)C=C(C1)OC1=CC(=CC(=C1)F)F)F)C1=C(C=C(C=C1)OC)OC